2-fluoro-6-[(2,3,6-trifluorobenzyl)amino]-9-(oxetan-2-yl)-9H-purine FC1=NC(=C2N=CN(C2=N1)C1OCC1)NCC1=C(C(=CC=C1F)F)F